P(=O)(OCC1=CC=CC=C1)(OCC1=CC=CC=C1)O[C@H](C)[C@H](C)O dibenzyl ((2R,3S)-3-hydroxybutan-2-yl) phosphate